N,N'-bis{4-[bis(3-methylphenyl)amino]phenyl}N,N'-diphenyl-(1,1'-biphenyl)-4,4'-diamine CC=1C=C(C=CC1)N(C1=CC=C(C=C1)N(C1=CC=C(C=C1)C1=CC=C(C=C1)N(C1=CC=CC=C1)C1=CC=C(C=C1)N(C1=CC(=CC=C1)C)C1=CC(=CC=C1)C)C1=CC=CC=C1)C1=CC(=CC=C1)C